dicesium phosphate P(=O)([O-])([O-])O.[Cs+].[Cs+]